5-(6-methylpyridin-2-yl)-4-(1-(methylsulfonyl)-1H-indazol-5-yl)-1H-imidazol-2-amine CC1=CC=CC(=N1)C1=C(N=C(N1)N)C=1C=C2C=NN(C2=CC1)S(=O)(=O)C